5-(benzyloxy)-1-methyl-1,2-dihydro-3H-benzo[e]Indole-3-carboxylic acid tert-butyl ester C(C)(C)(C)OC(=O)N1CC(C=2C3=C(C(=CC12)OCC1=CC=CC=C1)C=CC=C3)C